2-(benzylamino)-N-(2-((2-(dimethylcarbamoyl)-4-methylthiophen-3-yl)amino)-2-oxoethyl)-N,N-dimethyl-2-oxoethan-1-aminium C(C1=CC=CC=C1)NC(C[N+](C)(C)CC(=O)NC1=C(SC=C1C)C(N(C)C)=O)=O